NC1=C(C=C(C=C1)N(CC)CC)S(=O)(=O)O 2-amino-5-(diethylamino)benzenesulfonic acid